C(C)(=O)N(C=1SC2=C(C1C(=O)OC(C)(C)C)C=CC(=C2Cl)O)CC2=CC=CC=C2 Tert-butyl 2-[acetyl(benzyl)amino]-7-chloro-6-hydroxy-1-benzothiophene-3-carboxylate